1-[4-[6-[5-[(6-isopropylpyrazin-2-yl)amino]-1-methyl-pyrazol-4-yl]-3-pyridinyl]phenyl]cyclopropanecarboxylic acid C(C)(C)C1=CN=CC(=N1)NC1=C(C=NN1C)C1=CC=C(C=N1)C1=CC=C(C=C1)C1(CC1)C(=O)O